Tert-butyl 2-((5-chloro-2-(1H-imidazol-1-yl) phenyl) amino)-2-oxoacetate ClC=1C=CC(=C(C1)NC(C(=O)OC(C)(C)C)=O)N1C=NC=C1